1-(4-(4-fluorophenyl)-3,4-dihydroquinoxalin-1(2H)-yl)-2-(pyrrolidin-1-yl)propan-1-one 2-fluorophenyl-piperazine-1-carboxylate FC1=C(C=CC=C1)OC(=O)N1CCNCC1.FC1=CC=C(C=C1)N1CCN(C2=CC=CC=C12)C(C(C)N1CCCC1)=O